ClC=1C=CC2=C(OCCN(S2(=O)=O)[C@@H]([C@H](C)C2=C(C(=CC=C2F)C)C)C2=NNC(O2)=O)C1[C@@H](C)N(C)C 5-((1S,2R)-1-(7-chloro-6-((R)-1-(dimethylamino)ethyl)-1,1-dioxido-3,4-dihydro-2H-benzo[b][1,4,5]oxathiazepin-2-yl)-2-(6-fluoro-2,3-dimethylphenyl)propyl)-1,3,4-oxadiazol-2(3H)-one